acetonitrile ethyl-acetate C(C)OC(C)=O.C(C)#N